C(C)(C)C1=C(NC2=CC=C(C=C12)C1CCN(CC1)CC(=O)NC)C1=CC=2N(C=C1)N=C(N2)C 2-(4-(3-isopropyl-2-(2-methyl-[1,2,4]triazolo[1,5-a]pyridin-7-yl)-1H-indol-5-yl)piperidin-1-yl)-N-methylacetamide